OCC1=CC2=C(C(=NO2)C2=C(C=CC=C2)[C@H](CC2=NC=CC=C2)N)C=C1 (S)-1-[2-(6-Hydroxymethylbenzo[d]isoxazol-3-yl)phenyl]-2-(pyridine-2-yl)ethan-1-amine